NCCCCN1N=C(C=2C1=NC=NC2N)C=2NC1=C(C=CC=C1C2)OC 1-(4-aminobutyl)-3-(7-methoxy-1H-indol-2-yl)-1H-pyrazolo[3,4-d]pyrimidin-4-amine